CC(C)=CCCC(C)CCO β-citronellol